COC=1C=C(C=CC1C)/C=C/C(=O)N (E)-3-(3-methoxy-4-methylphenyl)acrylic amide